COC1=CC=CC(=N1)C1=CC=CC2=C1OC(CO2)CNCC=2C=NC=CC2 [8-(6-Methoxy-pyridin-2-yl)-2,3-dihydro-benzo[1,4]dioxin-2-ylmethyl]-pyridin-3-ylmethyl-amine